2-chloro-4,6-diethylpyridine-3,5-dicarbonitrile ClC1=NC(=C(C(=C1C#N)CC)C#N)CC